FC(C(O)C=1NC=C(N1)CC1=C(C=NC=C1)C)(F)F 2,2,2-Trifluoro-1-(4-((3-methylpyridin-4-yl)methyl)-1H-imidazol-2-yl)ethan-1-ol